FC(C1=CC=C(C=C1)CCl)(F)F 1-trifluoromethyl-4-(chloromethyl)benzene